N-((1'S,2'R,3'S)-2'-formyl-5'-phenyl-3',4'-dihydro-[1,1':3',1''-terphenyl]-1'(2'H)-yl)-4-methylbenzenesulfonamide C(=O)[C@H]1[C@@](C=C(C[C@@H]1C1=CC=CC=C1)C1=CC=CC=C1)(C1=CC=CC=C1)NS(=O)(=O)C1=CC=C(C=C1)C